(R)-N-(4-(8-amino-3,5-dimethylimidazo[1,5-a]pyrazin-1-yl)-2-fluoro-3-methylphenyl)-2-(3-fluorophenyl)-2-hydroxyacetamide NC=1C=2N(C(=CN1)C)C(=NC2C2=C(C(=C(C=C2)NC([C@H](O)C2=CC(=CC=C2)F)=O)F)C)C